C[SH2+].CC=CC(=O)N[C@@H](CS)C(=O)[O-] N-methylacryloyl-L-cysteine methyl-sulfonium salt